FC(S(=O)(=O)[O-])(F)F.C(CCC)[S+](C1=CC=CC2=CC=CC=C12)CCCC dibutyl-naphthylsulfonium trifluoromethanesulfonate